C(=O)C=1N=C(SC1)C(=O)N 4-formyl-1,3-thiazole-2-carboxamide